1,3-bis(4-aminophenoxy)benzoic acid NC1=CC=C(OC2(C(=O)O)CC(=CC=C2)OC2=CC=C(C=C2)N)C=C1